[Si](C)(C)(C(C)(C)C)ON1C(C(=CC=C1)C1=CC=C(C=C1)OC)C 1-((tert-butyl-dimethylsilyl)oxy)-3-(4-methoxy-phenyl)-2-methylpyridine